N-(3-fluoro-4-hydroxyphenyl)-5-(4-fluorophenyl)-1-(1-methyl-1H-pyrazol-4-yl)-4-oxo-1,4-dihydropyridine-3-carboxamide FC=1C=C(C=CC1O)NC(=O)C1=CN(C=C(C1=O)C1=CC=C(C=C1)F)C=1C=NN(C1)C